4-chloro-2-(2,4-dimethylphenyl)-6-methyl-2H-pyrazolo[3,4-d]pyrimidine ClC=1C=2C(N=C(N1)C)=NN(C2)C2=C(C=C(C=C2)C)C